3-bromo-N-[1-[3-(1-methyl-6-oxo-pyridazin-3-yl)pyrazin-2-yl]ethyl]-5-(trifluoromethyl)benzamide BrC=1C=C(C(=O)NC(C)C2=NC=CN=C2C2=NN(C(C=C2)=O)C)C=C(C1)C(F)(F)F